FC(CNC=1N=CC2=C(N1)NC=C2C2=CC1=CN(N=C1C=C2)C)(C)C N-(2-Fluoro-2-methylpropyl)-5-(2-methyl-2H-indazol-5-yl)-7H-pyrrolo[2,3-d]pyrimidin-2-amine